2-(((tert-butyldimethylsilyl)oxy)methyl)morpholine [Si](C)(C)(C(C)(C)C)OCC1CNCCO1